COC(=O)C1(CCC2(C(=CC3=CC=CC=C23)C=2CCNCC2)CC1)NC1=CC(=CC=C1)Cl (1r,4r)-4-(3-Chloroanilino)-2'-(1,2,3,6-tetrahydropyridin-4-yl)spiro[cyclohexane-1,1'-indene]-4-carboxylic acid methyl ester